(R,Z)-1-(4-fluoro-4-(8-methoxy-1-methyl-4-((1-(2-methyl-3-(trifluoromethyl)phenyl)ethyl)imino)-1,4-dihydropyrido[3,4-d]pyrimidin-6-yl)piperidin-1-yl)ethan-1-one FC1(CCN(CC1)C(C)=O)C1=CC/2=C(N(C=N\C2=N/[C@H](C)C2=C(C(=CC=C2)C(F)(F)F)C)C)C(=N1)OC